tri(o-Methylphenyl)phosphorus CC1=C(C=CC=C1)P(C1=C(C=CC=C1)C)C1=C(C=CC=C1)C